CN1C(=NC=C1)CN(CCCCN)C1CCCC=2C=CC=NC12 N1-(1-methyl-1H-imidazol-2-ylmethyl)-N1-(5,6,7,8-tetrahydro-quinolin-8-yl)butane-1,4-diamine